2-(3-(5-amino-1-(tert-butyl)-1H-pyrazol-3-yl)cyclopentyl)acetic acid tert-butyl ester C(C)(C)(C)OC(CC1CC(CC1)C1=NN(C(=C1)N)C(C)(C)C)=O